C(C)(C)(C)C=1C=C(C=C(C1O)C(C)(C)C)CCC(=O)O [3-(3,5-di-tert-butyl-4-hydroxyphenyl)]propionic acid